2-Chloro-4-iodo-3-(methylsulfonyl)-N-(1-methyl-1H-tetrazol-5-yl)benzamid ClC1=C(C(=O)NC2=NN=NN2C)C=CC(=C1S(=O)(=O)C)I